N-{3,5-difluoro-4-[(3-{3-[(propan-2-yl)oxy]oxetan-3-yl}-1-{[2-(trimethylsilyl)ethoxy]methyl}-1H-pyrrolo[2,3-b]pyridin-4-yl)oxy]phenyl}-N'-[(3-methyloxetan-3-yl)methyl]urea FC=1C=C(C=C(C1OC1=C2C(=NC=C1)N(C=C2C2(COC2)OC(C)C)COCC[Si](C)(C)C)F)NC(=O)NCC2(COC2)C